CC(C(=O)N)COCC methyl-β-ethoxypropionamide